tert-butyl (3R,4R)-4-(((7-((tert-butoxycarbonyl) (4-(3-methoxypyridin-2-yl) benzyl) amino)-3-cyclopropylpyrazolo[1,5-a]pyrimidin-5-yl) amino) methyl)-3-hydroxypiperidine-1-carboxylate C(C)(C)(C)OC(=O)N(C1=CC(=NC=2N1N=CC2C2CC2)NC[C@@H]2[C@H](CN(CC2)C(=O)OC(C)(C)C)O)CC2=CC=C(C=C2)C2=NC=CC=C2OC